(4R)-4-cyano-4-methyl-N-[[2-(1-piperidyl)-1,6-naphthyridin-7-yl]methyl]isochromane-6-carboxamide C(#N)[C@@]1(COCC2=CC=C(C=C12)C(=O)NCC1=NC=C2C=CC(=NC2=C1)N1CCCCC1)C